C(C(C)C)C1=C(C(=O)O)C=CC=C1.CC(COC(C1=CC=CC=C1)=O)C.N1(CCNCC1)C(=O)C1=CC=C(C=C1)C(F)(F)F piperazine-1-yl-(4-(trifluoromethyl)phenyl)methanone 2-methylpropyl-benzoate (Isobutyl-Benzoate)